N-(3-(6-(methylthio)-4-morpholinopyridin-2-yl)-1H-pyrrolo[2,3-c]pyridin-5-yl)acetamide methyl-(3R)-pyrrolidine-3-carboxylate hydrochloride Cl.COC(=O)[C@H]1CNCC1.CSC1=CC(=CC(=N1)C1=CNC2=CN=C(C=C21)NC(C)=O)N2CCOCC2